BrC1=CC(=NC=C1)NC(\C(=C\C1=CC(=CC1)C1=CC=CC2=CC=CC=C12)\C#N)=O (E)-N-(4-bromopyridin-2-yl)-2-cyano-3-(3-(naphthalen-1-yl)cyclopent-1,3-dien-1-yl)acrylamide